3-(trimethoxysilyl)chloropropane CO[Si](CCCCl)(OC)OC